5-bromo-N-(3-chloro-4-(piperazine-1-carbonyl)phenyl)-1-methyl-imidazole-2-carboxamide BrC1=CN=C(N1C)C(=O)NC1=CC(=C(C=C1)C(=O)N1CCNCC1)Cl